ClCC1=CN=C(O1)C1=NC=C(C=C1)Cl 5-(chloromethyl)-2-(5-chloropyridin-2-yl)oxazole